FC1=CC=CC2=C1N=C(S2)[C@H]2N(CCC1=C2N=CN1)C(=O)C1=CC(=NO1)C(C)(C)O (S)-(4-(4-fluorobenzo[d]thiazol-2-yl)-6,7-dihydro-1H-imidazo[4,5-c]pyridin-5(4H)-yl)(3-(2-hydroxypropan-2-yl)isoxazol-5-yl)methanone